S1(NC(C2=C1C=CC=C2)=O)=O benzo[d]isothiazol-3-one 1-oxide